N1=C(C=CC=C1)B(O)O pyridin-2-ylboronic acid